C(C)OC(C)N1N=CC(=C1)C1=C(C=2N(C=N1)N=CN2)OC 7-(1-(1-Ethoxyethyl)-1H-pyrazol-4-yl)-8-methoxy-[1,2,4]triazolo[1,5-c]pyrimidin